ClC1=CC2=C(N(C(N=C2N2[C@H](CN(CC2)C(C=C)=O)C)=O)C2=C(C=CC=C2)C)N=C1C1=C(C=CC=C1O)F 6-chloro-7-(2-fluoro-6-hydroxyphenyl)-1-(2-methylphenyl)-4-((2S)-2-methyl-4-(2-propenoyl)-1-piperazinyl)pyrido[2,3-d]pyrimidin-2(1H)-one